N1(CCC1)C1=NC=C(C(=N1)OC1=CC=CC=C1)C(=O)NC(C=CS(=O)(=O)C)C1CC1 2-(azetidin-1-yl)-N-(1-cyclopropyl-3-(methylsulfonyl)allyl)-4-phenoxypyrimidine-5-carboxamide